C1(CC1)C(=O)NC1=CC(=C(N=N1)C(=O)N)NC1=NC=NC(=C1OC)C1=NN(C(=C1)P(=O)(C1CC1)C1CC1)C 6-(cyclopropanecarboxamido)-4-((6-(5-(dicyclopropylphosphoryl)-1-methyl-1H-pyrazol-3-yl)-5-methoxypyrimidin-4-yl)amino)pyridazine-3-carboxamide